tert-butyl-dimethyl-[[4-[1-(6-nitro-3-pyridyl)-4-piperidyl]phenyl]methoxy]silane C(C)(C)(C)[Si](OCC1=CC=C(C=C1)C1CCN(CC1)C=1C=NC(=CC1)[N+](=O)[O-])(C)C